NC1=C(C(=NN1C(COC)(C)C)C1=CC=C(C=C1)C(C)C(NC1=CC(=NO1)CC(C)(C)C)=O)C(=O)N 5-Amino-3-[4-[1-[[3-(2,2-dimethylpropyl)-1,2-oxazol-5-yl]carbamoyl]ethyl]phenyl]-1-(1-methoxy-2-methylpropan-2-yl)pyrazole-4-carboxamide